CYSTAMINE HYDROBROMIDE Br.NCCSSCCN